tertbutyl 4-(6-((4-chlorophenyl)(methyl)carbamoyl)pyrazin-2-yl)piperazine-1-carboxylate ClC1=CC=C(C=C1)N(C(=O)C1=CN=CC(=N1)N1CCN(CC1)C(=O)OC(C)(C)C)C